FC(C1=NC(=NC(=C1)C(F)(F)F)N1[C@H](C=2NC3=CC=C(C=C3C2CC1)Cl)CC1OCCOC1)(F)F (1S)-2-[4,6-bis(trifluoromethyl)pyrimidin-2-yl]-6-chloro-1-[(1,4-dioxan-2-yl)methyl]-2,3,4,9-tetrahydro-1H-pyrido[3,4-b]indole